C1(CC1)C1=NC=C(C=C1NC(C1=NC(=CC=C1)C=1C=NN(C1)CC(F)(F)F)=O)N1C(C(N(CC1)C)(C)C)=O N-(2-cyclopropyl-5-(3,3,4-trimethyl-2-oxopiperazin-1-yl)pyridin-3-yl)-6-(1-(2,2,2-trifluoroethyl)-1H-pyrazol-4-yl)picolinamide